trans-5-chloro-N-(4-((6-chloroquinolin-2-yl)carbamoyl)cyclohexyl)benzofuran-2-carboxamide ClC=1C=CC2=C(C=C(O2)C(=O)N[C@@H]2CC[C@H](CC2)C(NC2=NC3=CC=C(C=C3C=C2)Cl)=O)C1